FC1=C(C(=CC=C1)OC)C1=NC=CC2=C1CN(C2=O)C2=NC(=CC=C2)OC2CCNCC2 4-(2-fluoro-6-methoxyphenyl)-2-(6-(piperidin-4-yloxy)pyridin-2-yl)-2,3-dihydro-1H-pyrrolo[3,4-c]pyridin-1-one